1,3-bis({[1-(4-methoxyphenyl)-1H-1,2,3,4-tetrazol-5-yl]methyl})urea COC1=CC=C(C=C1)N1N=NN=C1CNC(=O)NCC1=NN=NN1C1=CC=C(C=C1)OC